C(C)(C)(C)C=1C(=NN2C(=NN=CC21)C2=NOC(=C2)CO)OCC2=NC=C(C(=O)NC(C)C)C=C2 6-((3-tert-butyl-7-(5-(hydroxymethyl)isoxazol-3-yl)pyrazolo[1,5-d][1,2,4]triazin-2-oxy)methyl)-N-isopropylnicotinamide